C12C(OC(C(CC1)O2)=O)=O 3,8-dioxabicyclo[3.2.1]octane-2,4-dione